3-(8-(2-(pyridin-4-yl)pyrido[3,4-d]pyrimidin-4-yl)-2,8-diazaspiro[4.5]decan-2-yl)cyclopentanol N1=CC=C(C=C1)C=1N=C(C2=C(N1)C=NC=C2)N2CCC1(CCN(C1)C1CC(CC1)O)CC2